C(C)OC1=NC=CC=C1C1=CC(=C2C(=N1)C=NN2C(C)C)NC(C)C 5-(2-ethoxy-3-pyridinyl)-N,1-diisopropyl-pyrazolo[4,3-b]pyridin-7-amine